N-(4-(1H-pyrazol-1-yl)benzyl)-N-(3-methoxybenzyl)-3-(2-morpholinoethoxy)aniline N1(N=CC=C1)C1=CC=C(CN(C2=CC(=CC=C2)OCCN2CCOCC2)CC2=CC(=CC=C2)OC)C=C1